[Pd].[Pd].C(C1=CC=CC=C1)=CC(=O)C=CC1=CC=CC=C1 [dibenzylideneacetone] dipalladium (0)